Behenyltrimethylammonium chlorid [Cl-].C(CCCCCCCCCCCCCCCCCCCCC)[N+](C)(C)C